BrC(C(=O)OCC)C(=O)OCC 1,3-diethyl 2-bromomalonate